Methyl 4-(4-chloro-1-((2-(trimethylsilyl)ethoxy)methyl)-1H-imidazol-2-yl)benzoate ClC=1N=C(N(C1)COCC[Si](C)(C)C)C1=CC=C(C(=O)OC)C=C1